(6-methoxy-5-(trifluoromethyl)pyridin-3-yl)-5,6,7,8-tetrahydropyrido[4,3-d]pyrimidin-4-ol COC1=C(C=C(C=N1)C=1N=C(C2=C(N1)CCNC2)O)C(F)(F)F